C1(=CC=CC=C1)CCS(=O)(=O)OC=1C=C(C=CC1)NC(NC1=CC(=CC=C1)OS(=O)(=O)CCC1=CC=CC=C1)=O bis-[3-(phenylethanesulfonyloxy)phenyl]urea